O=C1NC(CCC1NC=1C=CC2=C(OC[C@H]3N2CCN(C3)C(=O)OC(C)(C)C)C1)=O tert-butyl (4aS)-8-((2,6-dioxopiperidin-3-yl)amino)-1,2,4a,5-tetrahydrobenzo[b]pyrazino[1,2-d][1,4]oxazine-3(4H)-carboxylate